FC1=C(C=C(C=C1)O)C(=O)N1CC2(C1)CC(C2)N2N=C(C=C2C(F)(F)F)C=2C=NC=C(C2)F (2-fluoro-5-hydroxyphenyl)(6-(3-(5-fluoropyridin-3-yl)-5-(trifluoromethyl)-1H-pyrazol-1-yl)-2-azaspiro[3.3]heptan-2-yl)methanone